bis((1-methyl-imidazol-2-yl)methyl)amine CN1C(=NC=C1)CNCC=1N(C=CN1)C